N-(6-Amino-1,2,3,4-tetrahydro-1-naphthalenyl)-1,4-dihydro-2,4-dioxo-3(2H)-quinazolineacetamide NC=1C=C2CCCC(C2=CC1)NC(CN1C(NC2=CC=CC=C2C1=O)=O)=O